[Pt](Cl)Cl.C(CCC)P(CCCC)CCCC.C(CCC)P(CCCC)CCCC bis(tributylphosphine) platinum (ii) chloride